4-(4-Amino-7-((2R,3R,4S,5S)-3,4-dihydroxy-5-((((3-methyl-5-phenylisoxazol-4-yl)methyl)thio)methyl)tetrahydrofuran-2-yl)-7H-pyrrolo[2,3-d]pyrimidin-5-yl)butanenitrile NC=1C2=C(N=CN1)N(C=C2CCCC#N)[C@@H]2O[C@@H]([C@H]([C@H]2O)O)CSCC=2C(=NOC2C2=CC=CC=C2)C